ClC=1C(=NN2C1C(NC(C2)C)=O)C2=C1C(=NC=C2)C=NS1 3-chloro-6-methyl-2-{[1,2]thiazolo[4,5-b]pyridin-7-yl}-5H,6H,7H-pyrazolo[1,5-a]pyrazin-4-one